2,2-bis[3,5-dibromo-4-(2,3-dibromopropyloxy)phenyl]propane BrC=1C=C(C=C(C1OCC(CBr)Br)Br)C(C)(C)C1=CC(=C(C(=C1)Br)OCC(CBr)Br)Br